N-[(2-isopropyl-5-methyl-phenyl)thiocarbamoyl]benzamide C(C)(C)C1=C(C=C(C=C1)C)NC(=S)NC(C1=CC=CC=C1)=O